3-(3-piperidyl)pyridine N1CC(CCC1)C=1C=NC=CC1